BrC1=CC=C(C=C1)N1C(N(C2(C1)CCN(CC2)C(=O)OC(C)(C)C)CC2=CC(=CC=C2)OC)=O tert-butyl 3-(4-bromophenyl)-1-(3-methoxybenzyl)-2-oxo-1,3,8-triazaspiro[4.5]decane-8-carboxylate